C(=C)C=1C=C(C=2N(C1)C(=CN2)F)C(=O)OC methyl 6-ethenyl-3-fluoroimidazo[1,2-a]pyridine-8-carboxylate